3-(2-(methylthio)ethyl)-2,5,8-trioxo-1,4,9-triazacyclotetradecane-14-carboxamide CSCCC1C(NC(CCCCNC(CCC(N1)=O)=O)C(=O)N)=O